N1-(naphthalen-2-yl)-N4,N4-bis(4-(naphthalenyl(phenyl)amino)phenyl)-N1-phenylbenzene-1,4-diamine C1=C(C=CC2=CC=CC=C12)N(C1=CC=C(C=C1)N(C1=CC=C(C=C1)N(C1=CC=CC=C1)C1=CC=CC2=CC=CC=C12)C1=CC=C(C=C1)N(C1=CC=CC=C1)C1=CC=CC2=CC=CC=C12)C1=CC=CC=C1